FC=1C(=C(C(=O)NOCCO)C=C(C1F)CN1OCCCC1=O)NC1=C(C=C(C=C1)I)F 3,4-difluoro-2-[(2-fluoro-4-iodophenyl)amino]-N-(2-hydroxyethoxy)-5-[(tetrahydro-3-oxo-2H-1,2-oxazin-2-yl)methyl]-benzamide